N1N=CC(=C1)C1=CC=C(C=C1)NC1=NC(=NC=C1F)C1=CC=C2C=C(NC2=C1)C(=O)N1CC(C1)(F)F (6-(4-((4-(1H-pyrazol-4-yl)phenyl)amino)-5-fluoropyrimidin-2-yl)-1H-indol-2-yl)(3,3-difluoroazetidin-1-yl)methanone